(E)-3-fluoro-2-[(2-methyl-1,2,3,4-tetrahydroquinolin-6-yl)oxymethyl]prop-2-en-1-amine hydrochloride Cl.F/C=C(\CN)/COC=1C=C2CCC(NC2=CC1)C